O=C1NC(CCC1C1=NN(C2=C(C=CC=C12)OCC(=O)N1CCN(CC1)C(=O)C1=CN=C(S1)C#N)C)=O 5-(4-(2-((3-(2,6-Dioxopiperidin-3-yl)-1-methyl-1H-indazol-7-yl)oxy)acetyl)-piperazine-1-carbonyl)thiazole-2-carbonitrile